FC1=C(C=CC(=C1)C=1C=NNC1)C1CCN(CC1)C(=O)C1CC(CCC1)O (4-(2-fluoro-4-(1H-pyrazol-4-yl)phenyl)piperidin-1-yl)(3-hydroxycyclohexyl)methanone